2,2'-azobis(2-methyl-valeronitrile) N(=NC(C#N)(CCC)C)C(C#N)(CCC)C